3-methoxy-N-methylazetidine-1-carboxamide COC1CN(C1)C(=O)NC